5-(2,6-difluorophenyl)-1-{2-fluoro-4-[5-(trifluoromethyl)-1,2,4-oxadiazol-3-yl]phenyl}pyrrolidin-2-one FC1=C(C(=CC=C1)F)C1CCC(N1C1=C(C=C(C=C1)C1=NOC(=N1)C(F)(F)F)F)=O